N-methyl-3-(1-methylimidazol-4-yl)-4-[[5-[(1R)-1-methylpropyl]-2-pyridyl]amino]benzenesulfonamide CNS(=O)(=O)C1=CC(=C(C=C1)NC1=NC=C(C=C1)[C@@H](CC)C)C=1N=CN(C1)C